2-(3-(6-bromo-4-fluoropyridin-2-yl)imidazo[1,2-a]pyrazin-6-yl)-1,1,1-trifluoropropan-2-ol BrC1=CC(=CC(=N1)C1=CN=C2N1C=C(N=C2)C(C(F)(F)F)(C)O)F